N1C(OC(C2=C1C=CC=C2)=O)=O benzo[d][1,3]oxazine-2,4-dione